1-(5-((2-methyl-6-(trifluoromethyl)benzyl)oxy)pyrimidin-2-yl)piperidin-4-one CC1=C(COC=2C=NC(=NC2)N2CCC(CC2)=O)C(=CC=C1)C(F)(F)F